C(#CCC)[Si](C)(C)C (but-1-yne-1-yl)trimethylsilane